C(C)OC(=O)C=1N(C=CN1)N 1-Amino-1H-imidazole-2-carboxylic acid ethyl ester